6-((E)-2-(3-methoxynaphthalen-1-yl)vinyl)pyrimidine-5-carbonitrile COC=1C=C(C2=CC=CC=C2C1)/C=C/C1=C(C=NC=N1)C#N